NC1=NC=C(C2=C1N=C(N=C2)C=2C=C(C=CC2)C#C[C@]2(C(N(CC2)C)=O)O)CC (R)-3-((3-(8-Amino-5-ethylpyrido[3,4-d]pyrimidin-2-yl)phenyl)ethynyl)-3-hydroxy-1-methylpyrrolidin-2-on